CC(C(=O)OC=1C=C2C=C(NC2=CC1)CN)(CC)C 2-(aminomethyl)-1H-indol-5-yl 2,2-dimethylbutanoate